C(C(=C([2H])[2H])[2H])(=O)N1[C@H](CN(C[C@H]1C)C1=NC(N2C3=C(C(=C(C=C13)C(F)(F)F)C1=C(C=C(C=C1)F)F)SC[C@@H]2COC)=O)C (3S,10R)-7-((3S,5R)-4-(Acryloyl-d3)-3,5-dimethylpiperazin-1-yl)-10-(2,4-difluorophenyl)-3-(methoxymethyl)-9-(trifluoromethyl)-2,3-dihydro-5H-[1,4]thiazino[2,3,4-ij]quinazolin-5-one